hexadecyltributylmethylammonium chloride [Cl-].C(CCCCCCCCCCCCCCC)C[N+](CCCC)(CCCC)CCCC